C(O)CN.NC(CCCCC(=O)O)(N)N.N1=NN=CC=C1 triazine triaminohexanoate ethanolamine salt